C(C1=CC=CC=C1)(=O)OC[C@H]1O[C@H]([C@@H](C1)OC(C)=O)N1C=2N=C(NC(C2N(C1=O)CC1=CC=CC=C1)=O)NC(C)=O ((2S,4R,5R)-5-(2-Acetamido-7-benzyl-6,8-dioxo-1,6,7,8-tetrahydro-9H-purin-9-yl)-4-acetoxytetrahydrofuran-2-yl)methyl benzoate